3-(4-propenoylpiperazin-1-yl)-N-cyclobutylpyrazine-2-carboxamide C(C=C)(=O)N1CCN(CC1)C=1C(=NC=CN1)C(=O)NC1CCC1